potassium orthoperiodate I(=O)([O-])([O-])([O-])([O-])[O-].[K+].[K+].[K+].[K+].[K+]